tert-butyl N-[4-(4-fluorophenyl)-2-[[6-(1-oxo-4,5-dihydro-3H-isothiazol-1-yl)pyridine-3-carbonyl]amino]phenyl]carbamate FC1=CC=C(C=C1)C1=CC(=C(C=C1)NC(OC(C)(C)C)=O)NC(=O)C=1C=NC(=CC1)S1(NCCC1)=O